2,6-dihydroxyl-4-methylpyridine OC1=NC(=CC(=C1)C)O